C(CCC)C=1N(C2=C(C(=NC=3C=CC=CC23)N)N1)OCCCCC1=NC(=NO1)CCCCCCCCCCCCCCCCC 2-butyl-1-(4-(3-heptadecyl-1,2,4-oxadiazol-5-yl)butoxy)-1H-imidazo[4,5-c]quinolin-4-amine